6-chloro-3-((1-(2-cyano-3-(4-(ethoxymethyl)piperidin-1-yl)-7-methylquinoxalin-5-yl)ethyl)amino)picolinic acid ClC1=CC=C(C(=N1)C(=O)O)NC(C)C1=C2N=C(C(=NC2=CC(=C1)C)C#N)N1CCC(CC1)COCC